C(#N)[C@H]1N(CSC1)C(CNC(=O)C1=CC=NC2=CC=C(C=C12)N1[C@H](CCC1)C)=O N-(2-((R)-4-Cyanothiazolidin-3-yl)-2-oxoethyl)-6-((S)-2-methylpyrrolidin-1-yl)quinoline-4-carboxamide